inosinic acid glutamate N[C@@H](CCC(=O)O)C(=O)O.[C@@H]1([C@H](O)[C@H](O)[C@@H](COP(=O)(O)O)O1)N1C=NC=2C(O)=NC=NC12